3,5-bis(tert-butylperoxy)-3,5-di-methyl-1,2-dioxolane C(C)(C)(C)OOC1(OOC(C1)(C)OOC(C)(C)C)C